C(C)(C)(C)[C@@H]1NCCNC1 (S)-2-tert-butylpiperazine